Cl.CS(=O)(=O)NS(=O)(=O)C N-(methylsulfonyl)methanesulfonamide hydrochloride